NC1=C(SC2=NC(=CC=C21)C)C(=O)NC2CC=1C=C(C(=NC1CC2)N2CC(C(C2)NC)COC)F 3-amino-N-{3-fluoro-2-[3-(methoxymethyl)-4-(methylamino)pyrrolidin-1-yl]-5,6,7,8-tetrahydroquinolin-6-yl}-6-methylthieno[2,3-b]pyridine-2-carboxamide